Cl.O=C1NC(CCC1NC(C1=CC=C(C=C1)N1CCNCC1)=O)=O N-(2,6-dioxopiperidin-3-yl)-4-(piperazin-1-yl)benzamide hydrochloride